N[C@H]1C[C@H](CCC1)C(=O)O CIS-3-AMINOCYCLOHEXANECARBOXYLIC ACID